(R)-5-((1-(dimethylamino)propan-2-yl)oxy)-N-(5-fluoroquinolin-6-yl)-7-(4-methyl-1H-pyrazol-1-yl)quinazolin-4-amine CN(C[C@@H](C)OC1=C2C(=NC=NC2=CC(=C1)N1N=CC(=C1)C)NC=1C(=C2C=CC=NC2=CC1)F)C